5-{[2-(2-aminoethoxy)pyridin-4-yl]amino}-3-(4-ethanesulfonamidophenyl)-1H-pyrazole-4-carboxamide NCCOC1=NC=CC(=C1)NC1=C(C(=NN1)C1=CC=C(C=C1)NS(=O)(=O)CC)C(=O)N